C1N(CCCC12CCNCC2)C2=CC=C(C=C2)C2=N[C@H](C=1N(C3=C2C(=C(S3)C)C)C(=NN1)C)C (S)-4-(4-(2,9-diazaspiro[5.5]undecan-2-yl)phenyl)-2,3,6,9-tetramethyl-6H-thieno[3,2-f][1,2,4]triazolo[4,3-a][1,4]diazepine